FCC1CN(C1)C/C=C/C1=CC=CC=C1 4-[(E)-3-(3-fluoromethylazetidin-1-yl)propenyl]Benzene